5-amino-allyl-uracil NC=1C(NC(NC1CC=C)=O)=O